5-((3,5-difluorophenyl)thio)-3-(pyridin-2-ylethynyl)-1H-indazole FC=1C=C(C=C(C1)F)SC=1C=C2C(=NNC2=CC1)C#CC1=NC=CC=C1